CN1CC=CC2=CC=C3C=CC(=NC3=C12)C 1,9-dimethyl-1,10-phenanthroline